C(C)(C)(C)C=1OC(=CN1)C1CC2(C1)CCN(CC2)C(=O)OC(C)(C)C tert-butyl 2-(2-(tert-butyl) oxazol-5-yl)-7-azaspiro[3.5]nonane-7-carboxylate